FC1=CC=C(OC2=CC=C(C(=O)NCC(=O)N3[C@@H](C[C@@H](C3)COC)C(=O)OC)C=C2)C=C1 |o1:19| methyl (2S,4S*)-1-((4-(4-fluorophenoxy)benzoyl)glycyl)-4-(methoxymethyl)pyrrolidine-2-carboxylate